C(C)(C)(C)N1S(C(=C(C1=O)NCCCOC1=C(C=CC=C1)Cl)C1=CC=CC=C1)(=O)=O 2-tert-butyl-4-{[3-(2-chlorophenoxy)propyl]amino}-5-phenylisothiazol-3(2H)-one 1,1-dioxide